6-hydroxy-2-(4-(methylsulfonyl)phenyl)naphthalene OC=1C=C2C=CC(=CC2=CC1)C1=CC=C(C=C1)S(=O)(=O)C